N[C@@H]1[C@@H](CC1)O |r| rac-cis-2-aminocyclobutanol